[Pd](O[2H])O[2H] palladium deuteroxide